hydroxy-5-methyl-N-(piperidin-4-yl)benzamide trifluoroacetate salt FC(C(=O)O)(F)F.OC1=C(C(=O)NC2CCNCC2)C=C(C=C1)C